butynediyl ether C1#CCCO1